N(N)C(=O)C=1C=CC2=C(N(C([C@H](CS2)NC(OC(C)(C)C)=O)=O)CC2=CC=C(C=C2)C2=NOC(=N2)C(F)(F)F)C1 tert-butyl N-[(3R)-7-(hydrazinecarbonyl)-4-oxo-5-[[4-[5-(trifluoromethyl)-1,2,4-oxadiazol-3-yl]phenyl]methyl]-2,3-dihydro-1,5-benzothiazepin-3-yl]carbamate